1-(4-methoxyphenyl)cyclopropane-1-ol COC1=CC=C(C=C1)C1(CC1)O